tert-butyl (S)-3-((S)-3-(3-(2-(((benzyloxy)carbonyl)amino)ethoxy)phenyl)-1-(tert-butoxy)-1-oxopropan-2-yl)pyrrolidine-1-carboxylate C(C1=CC=CC=C1)OC(=O)NCCOC=1C=C(C=CC1)C[C@H](C(=O)OC(C)(C)C)[C@H]1CN(CC1)C(=O)OC(C)(C)C